N-[[5-(3-methyl-2,6-dioxo-pyrimidin-4-yl)oxy-1-[4-(trifluoromethyl)phenyl]indazol-3-yl]methyl]prop-2-enamide CN1C(NC(C=C1OC=1C=C2C(=NN(C2=CC1)C1=CC=C(C=C1)C(F)(F)F)CNC(C=C)=O)=O)=O